8-[(3S,5R)-4-tert-butoxycarbonyl-3,5-dimethyl-piperazin-1-yl]-7-fluoro-quinoxaline-5-carboxylic acid C(C)(C)(C)OC(=O)N1[C@H](CN(C[C@H]1C)C1=C(C=C(C=2N=CC=NC12)C(=O)O)F)C